ethylarsonic acid C(C)[As](O)(O)=O